((t-butyldimethylsilyloxy)methyl)-3,8-diazabicyclo[3.2.1]octane [Si](C)(C)(C(C)(C)C)OCC12CNCC(CC1)N2